ClC1=NC(=NC2=C1N(C=1C=C(C=C(C21)F)F)CC2=CC=C(CP(OC(C)(C)C)(OC(C)(C)C)=O)C=C2)C(C)C di-tert-butyl (4-((4-chloro-2-isopropyl-7,9-difluoro-5H-pyrimido[5,4-b]indol-5-yl)methyl)benzyl)phosphonate